N-(4-((2-(2-fluorophenyl)pyridin-4-yl)amino)-7-(4-hydroxypiperidin-1-yl)quinazolin-6-yl)acrylamide FC1=C(C=CC=C1)C1=NC=CC(=C1)NC1=NC=NC2=CC(=C(C=C12)NC(C=C)=O)N1CCC(CC1)O